N4-(benzo[d]thiazol-5-yl)-N6-(3-fluoro-4-(1-methylpiperidin-4-yl)phenyl)quinoline-4,6-diamine S1C=NC2=C1C=CC(=C2)NC2=CC=NC1=CC=C(C=C21)NC2=CC(=C(C=C2)C2CCN(CC2)C)F